tert-butyl-3,3-difluoro-4-(hydroxymethyl)piperidine-1-carboxylate C(C)(C)(C)OC(=O)N1CC(C(CC1)CO)(F)F